N[C@@H]1C2=CC=CC=C2CC12CCN(CC2)C=2NC(C1=C(N2)NN=C1C1(CC1)C1=C(C(=NC=C1)N1CCOCC1)Cl)=O (S)-6-(1-amino-1,3-dihydrospiro[indene-2,4'-piperidine]-1'-yl)-3-(1-(3-chloro-2-morpholinopyridin-4-yl)cyclopropyl)-1,5-dihydro-4H-pyrazolo[3,4-d]pyrimidin-4-one